1-methyl-N-(2-methyl-1-(3-phenylbicyclo[1.1.1]pentan-1-yl)propyl)-1H-imidazole-5-carboxamide CN1C=NC=C1C(=O)NC(C(C)C)C12CC(C1)(C2)C2=CC=CC=C2